(1-butyloctyl)naphthalene C(CCC)C(CCCCCCC)C1=CC=CC2=CC=CC=C12